2,2-dimethyl-propionic acid CC(C(=O)O)(C)C